biphenyl-4-yl-(4-chlorophenyl)(4-dibenzofuran-4-ylphenyl)amine C1(=CC=C(C=C1)N(C1=CC=C(C=C1)C1=CC=CC2=C1OC1=C2C=CC=C1)C1=CC=C(C=C1)Cl)C1=CC=CC=C1